2-((4,5-dimethyl-1H-pyrazol-3-yl)methyl)-6-((1-methyl-1H-pyrazol-4-yl)sulfonyl)phthalazin-1(2H)-one CC=1C(=NNC1C)CN1C(C2=CC=C(C=C2C=N1)S(=O)(=O)C=1C=NN(C1)C)=O